5-Amino-4-methyl-2-(4-(4-methylpiperazin-1-yl)piperazin-1-yl)phenylbutanol NC=1C(=CC(=C(C1)C(CCC)O)N1CCN(CC1)N1CCN(CC1)C)C